3-(8-(4-acetylphenyl)-2-(4-(2-hydroxyethoxy)phenyl)imidazo[1,2-a]pyridin-6-yl)benzonitrile C(C)(=O)C1=CC=C(C=C1)C=1C=2N(C=C(C1)C=1C=C(C#N)C=CC1)C=C(N2)C2=CC=C(C=C2)OCCO